trans-Ethyl-2-butenoate (ETHYL TRANS-2-butenoate) C(C)C(C(=O)O)=CC.C(C)OC(\C=C\C)=O